C1(=CC=CC=C1)C=1N=C2N(C=CC(=C2)C2=CC=NC=C2)C1 2-phenyl-7-(pyridin-4-yl)imidazo[1,2-a]pyridine